(S)-3-(2-Benzyl-3-chloro-7-oxo-2,4,5,7-tetrahydro-6H-pyrazolo[3,4-c]pyridin-6-yl)-5-methyl-8-(pyridin-4-ylethynyl)-2,3-dihydrobenzo[b][1,4]oxazepin-4(5H)-one C(C1=CC=CC=C1)N1N=C2C(N(CCC2=C1Cl)[C@@H]1C(N(C2=C(OC1)C=C(C=C2)C#CC2=CC=NC=C2)C)=O)=O